6,8-dihydroxy-1-nonene OC(CCCC=C)CC(C)O